Ethyl 2-[2-oxo-5-[[(3S)-1-(3-pyridyl)piperidine-3-carbonyl]amino]-1-pyridyl]acetate O=C1N(C=C(C=C1)NC(=O)[C@@H]1CN(CCC1)C=1C=NC=CC1)CC(=O)OCC